2-[[(1R)-1-[2-(2,4-Difluorophenyl)-3,6-dimethyl-4-oxo-chromen-8-yl]ethyl]amino]-6-fluoro-benzoic acid FC1=C(C=CC(=C1)F)C=1OC2=C(C=C(C=C2C(C1C)=O)C)[C@@H](C)NC1=C(C(=O)O)C(=CC=C1)F